ClC=1C(=C2C=NNC2=C(C1F)CC#C[Si](C)(C)C)C=1N=CC=2N(C1)C=C(N2)NC(=O)[C@H]2[C@H](C2)F (1S,2S)-N-(6-(5-chloro-6-fluoro-7-(3-(trimethylsilyl)prop-2-yn-1-yl)-1H-indazol-4-yl)imidazo[1,2-a]pyrazin-2-yl)-2-fluorocyclopropane-1-carboxamide